methyl 2-((1-(7-methyl-3-morpholinoquinoxalin-5-yl)ethyl)amino)benzoate CC1=CC(=C2N=C(C=NC2=C1)N1CCOCC1)C(C)NC1=C(C(=O)OC)C=CC=C1